CN[C@H](CC1=CC=C(C=C1)O)C(=O)O N-methyl-D-tyrosine